N-(6-fluoro-2-methyl-2H-indazol-5-yl)-4-(piperazin-1-yl)-2,3-dihydro-1H-pyrrolo[2,3-b]pyridine-1-carboxamide formate C(=O)O.FC=1C(=CC2=CN(N=C2C1)C)NC(=O)N1CCC=2C1=NC=CC2N2CCNCC2